(R)-6-(7-amino-5-azaspiro[2.4]heptan-5-yl)-1-(4-(4-((5-chloro-4-((2-(isopropylsulfonyl)phenyl)amino)pyrimidin-2-yl)amino)-5-isopropoxy-2-methylphenyl)piperidin-1-yl)hexan-1-one N[C@H]1CN(CC12CC2)CCCCCC(=O)N2CCC(CC2)C2=C(C=C(C(=C2)OC(C)C)NC2=NC=C(C(=N2)NC2=C(C=CC=C2)S(=O)(=O)C(C)C)Cl)C